FC1=CC=C(CC2C[C@H](NC2)C(=O)O)C=C1 gamma-(4-fluoro-benzyl)-proline